N-(1-(3-amino-5-trifluoromethylphenyl)ethyl)-6-methoxy-2-methyl-7-((tetrahydro-2H-pyran-4-yl)oxy)Quinazolin-4-amine NC=1C=C(C=C(C1)C(F)(F)F)C(C)NC1=NC(=NC2=CC(=C(C=C12)OC)OC1CCOCC1)C